tert-butyl (S)-4-(8-cyclopropyl-3-(((S)-1-(3-ethoxy-4-fluorophenyl)ethyl)carbamoyl)-1,6-dimethyl-2-oxo-1,2-dihydro-1,7-naphthyridin-4-yl)-7-methyl-1,4-diazepane-1-carboxylate C1(CC1)C=1N=C(C=C2C(=C(C(N(C12)C)=O)C(N[C@@H](C)C1=CC(=C(C=C1)F)OCC)=O)N1CCN([C@H](CC1)C)C(=O)OC(C)(C)C)C